CN1C[C@@H](CC1)CN (S)-(1-methylpyrrolidin-3-yl)methylamine